FC1=C(C=CC(=C1C=1C=C2C=NC(=NC2=CC1)NC1CCNCC1)F)C1C(C=2C=CC=C(C2C1)S(=O)(=O)N)=O 2,4-difluoro-3-[2-(piperidin-4-ylamino)quinazolin-6-yl]phenyl-1-oxo-2,3-dihydroindene-4-sulfonamide